(6R,7R)-7-amino-3-[(1Z)-2-(4-methyl-5-thiazolyl) vinyl]-8-oxo-5-thia-1-azabicyclo[4.2.0]oct-2-ene-2-carboxylate N[C@H]1[C@H]2SCC(=C(N2C1=O)C(=O)[O-])\C=C/C1=C(N=CS1)C